O=C1NC2=CC=CC=C2C(N1[C@H](C(=O)NC=1S(C=C(N1)C)C(=O)O)C(C)C)=O 2-[[(2S)-2-(1,4-Dihydro-2,4-dioxo-3(2H)-quinazolinyl)-3-methyl-1-oxobutyl]amino]-4-methyl-S-thiazolecarboxylic acid